5-(4-Methoxybenzyl)-3,6,6-trimethyl-5,6-dihydro-4H-thieno[2,3-c]pyrrol-4-one COC1=CC=C(CN2C(C3=C(C2=O)C(=CS3)C)(C)C)C=C1